1-[3-(2-butyl-4-hydroxy-5-methyl-pyrazol-3-yl)-1H-1,2,4-triazol-5-yl]-6-methyl-imidazo[1,5-a]pyrazine-3-carboxamide C(CCC)N1N=C(C(=C1C1=NNC(=N1)C=1N=C(N2C1C=NC(=C2)C)C(=O)N)O)C